ethyl (S)-3-amino-3-(5-(trifluoromethyl)biphenyl-3-yl)propanoate N[C@@H](CC(=O)OCC)C=1C=C(C=C(C1)C(F)(F)F)C1=CC=CC=C1